NC=1SC=C(N1)/C(/C(=O)N[C@@H]1[C@H]2SCC(=C(N2C1=O)C(=O)O)C=C)=N/OCC(=O)O (6R,7S)-7-[[(Z)-2-(2-amino-4-thiazolyl)-2-[(carboxymethoxy)imino]acetyl]amino]-3-vinyl-8-oxo-5-thia-1-azabicyclo[4.2.0]oct-2-ene-2-carboxylic acid